N-(stearoyl-oxy-ethyl)-N,N-dimethylamine C(CCCCCCCCCCCCCCCCC)(=O)OCCN(C)C